C(C)(C)(C)N1C[C@H]([C@@H](C1)COCC=O)OC trans-tert-Butyl-3-methoxy-4-((2-oxoethoxy)methyl)pyrrolidine